[Zn+2].[Cr](=O)([O-])[O-] chromite zinc